6-chloro-5-fluoro-2-((4-fluoro-2-methylphenyl)-amino)-N-(6-methoxy-2-methylpyridin-3-yl)nicotinamide ClC1=NC(=C(C(=O)NC=2C(=NC(=CC2)OC)C)C=C1F)NC1=C(C=C(C=C1)F)C